5-fluoro-6-(trifluoromethyl)pyrimidin-4(3H)-one FC=1C(NC=NC1C(F)(F)F)=O